C(C)(C)C1CC=2C=C(C(=NC2C=2N1C=C(C(C2)=O)C(=O)OCC)OC)OCCCOC Ethyl 6-isopropyl-2-methoxy-3-(3-methoxypropoxy)-10-oxo-5,10-dihydro-6H-pyrido[1,2-h][1,7]naphthyridine-9-carboxylate